2-(4-(1-chloroethyl)-2-fluorophenyl)-1-methyl-4-(trifluoromethyl)-1H-imidazole ClC(C)C1=CC(=C(C=C1)C=1N(C=C(N1)C(F)(F)F)C)F